C(CCCCCCCCCCCCCCCCCCCCC)(=O)C(C(=O)O)CCCCCCCCCCCCCCCC behenoyl-stearic acid